2'-O-ethoxyethoxyethyl-5-methyluridine C(C)OCCOCCO[C@H]1[C@@H](O[C@@H]([C@H]1O)CO)N1C(=O)NC(=O)C(=C1)C